C(CCCCCCC)C(CC1=COC=C1)CCCCCCCCCC 3-(2-octyldodecyl)furan